((diazene-1,2-diylbis(4,1-phenylene))bis(oxy))bis(hexane-6,1-diyl) diacrylate C(C=C)(=O)OCCCCCCOC1=CC=C(C=C1)N=NC1=CC=C(C=C1)OCCCCCCOC(C=C)=O